8-(1-acryloylpyrrolidin-3-yl)-2-(4-phenoxyphenyl)-5,6,7,8-tetrahydroimidazo[1,2-b]pyridazine-3-carboxamide C(C=C)(=O)N1CC(CC1)C1C=2N(NCC1)C(=C(N2)C2=CC=C(C=C2)OC2=CC=CC=C2)C(=O)N